(S)-7-(1-(4-amino-3-(4-(difluoromethoxy)-3-fluorophenyl)-1H-pyrazolo[3,4-d]pyrimidin-1-yl)propyl)-3-methyl-6-phenyl-5H-thiazolo[3,2-a]pyridin-5-one NC1=C2C(=NC=N1)N(N=C2C2=CC(=C(C=C2)OC(F)F)F)[C@@H](CC)C=2C=C1N(C(C2C2=CC=CC=C2)=O)C(=CS1)C